BrC=1C=C2C=CN(C(C2=CC1)=O)C 6-bromo-2-methyl-2H-isoquinolin-1-one